2-(6-Chloro-4-((3-ethylpiperidin-1-yl)methyl)pyridin-2-yl)-6-(3-((4-methyl-4H-1,2,4-triazol-3-yl)methyl)oxetan-3-yl)isoindolin-1-one ClC1=CC(=CC(=N1)N1C(C2=CC(=CC=C2C1)C1(COC1)CC1=NN=CN1C)=O)CN1CC(CCC1)CC